tert-butyl 4-deuterio-8-methoxy-4-(1-methyl-7-methylsulfonyl-2-oxo-4H-pyrimido[4,5-d]pyrimidin-3-yl)-2,3-dihydroquinoline-1-carboxylate [2H]C1(CCN(C2=C(C=CC=C12)OC)C(=O)OC(C)(C)C)N1C(N(C2=NC(=NC=C2C1)S(=O)(=O)C)C)=O